C1(CC1)C=1C(=NC(=NC1C=1C=NN(C1)C)S(=O)(=O)C)N(C1=NN(C(=C1)C)CC1=CC=C(C=C1)OC)CC1=CC=C(C=C1)OC 5-cyclopropyl-N-(4-methoxybenzyl)-N-(1-(4-methoxybenzyl)-5-methyl-1H-pyrazol-3-yl)-6-(1-methyl-1H-pyrazol-4-yl)-2-(methylsulfonyl)pyrimidin-4-amine